COC=1SC(=CN1)S(=O)(=O)Cl 2-methoxy-1,3-thiazole-5-sulfonyl chloride